FC1=CC=C(C=C1)N1C(N(C=C(C1=O)C(=O)NC1=CC=C(C=N1)OC1=CC=NC2=CN=C(C=C12)C(=O)NC1CCN(CC1)C(=O)OC(C)(C)C)C(C)C)=O tert-butyl 4-[[4-[[6-[[3-(4-fluorophenyl)-1-isopropyl-2,4-dioxo-pyrimidine-5-carbonyl]amino]-3-pyridyl]oxy]-1,7-naphthyridine-6-carbonyl]amino]piperidine-1-carboxylate